(3S)-1-(4-{7-cyclopropyl-5-[(1R)-1-methyl-1,2,3,4-tetrahydroisoquinoline-2-carbonyl]-pyrazolo[1,5-a]pyrimidin-2-yl}-3-fluorophenyl)pyrrolidine-3-carbonitrile C1(CC1)C1=CC(=NC=2N1N=C(C2)C2=C(C=C(C=C2)N2C[C@H](CC2)C#N)F)C(=O)N2[C@@H](C1=CC=CC=C1CC2)C